(1R,3S)-3-{5-[(1,1-dioxo-2,3-dihydro-1λ6-thieno[3,2-c]pyridin-4-yl)amino]-1-(2-methylprop-2-yl)pyrazol-3-yl}cyclopentyl (prop-2-ylamino)methanoate CC(C)NC(=O)O[C@H]1C[C@H](CC1)C1=NN(C(=C1)NC1=NC=CC2=C1CCS2(=O)=O)C(C)(C)C